2-((3,4-dihydro-2H-pyrido[4,3-e]pyrimido[1,2-c]pyrimidin-10-yl)oxy)-6-fluorobenzonitrile N=1CCCN2C=NC3=C(C21)C=C(N=C3)OC3=C(C#N)C(=CC=C3)F